4-(3-Chloropropoxy)benzoic acid ClCCCOC1=CC=C(C(=O)O)C=C1